2-[2-(morpholin-4-yl)-8-(1H-pyrazol-5-yl)-1,7-naphthyridin-4-yl]propan-2-ol N1(CCOCC1)C1=NC2=C(N=CC=C2C(=C1)C(C)(C)O)C1=CC=NN1